N-[2-amino-5-(4-fluorophenyl)phenyl]-4-(ethylsulphonyl)benzamide NC1=C(C=C(C=C1)C1=CC=C(C=C1)F)NC(C1=CC=C(C=C1)S(=O)(=O)CC)=O